ClC=1C(=NC(=NC1)NC1=C(C=C(C(=C1)C)N1CCC(CC1)N1CCN(CC1)C)OC)N(S(=O)(=O)C)C=1C=CC2=C(N=CS2)C1NS(=O)(=O)C N-(5-chloro-2-((2-methoxy-5-methyl-4-(4-(4-methylpiperazin-1-yl)piperidin-1-yl)phenyl)amino)pyrimidin-4-yl)-N-(4-(methylsulfonamido)benzo[d]thiazol-5-yl)methanesulfonamide